3-(1-Aminocyclopentyl)-1-({3,4-difluoro-2-[(2-fluoro-4-iodophenyl)amino]Phenyl}carbonyl)azetidin-3-ol NC1(CCCC1)C1(CN(C1)C(=O)C1=C(C(=C(C=C1)F)F)NC1=C(C=C(C=C1)I)F)O